O=C1NC(CCC1N1C(C2=CC=C(C=C2C1)[C@@H]1N(C2=CC(=CC=C2C1)C)C(=O)N)=O)=O r-(2-(2,6-dioxopiperidin-3-yl)-1-oxoisoindolin-5-yl)-6-methylindoline-1-carboxamide